2-{[(1S)-1-{4-[(2E)-pent-2-en-3-yl]Phenyl}ethyl]amino}-8-(propan-2-yl)pyrido[2,3-d]pyrimidin-7(8H)-on C\C=C(/CC)\C1=CC=C(C=C1)[C@H](C)NC=1N=CC2=C(N1)N(C(C=C2)=O)C(C)C